3-[[3-(1,5-dimethyl-6-oxopyridin-3-yl)-5-methylsulfonylphenoxy]methyl]benzonitrile CN1C=C(C=C(C1=O)C)C=1C=C(OCC=2C=C(C#N)C=CC2)C=C(C1)S(=O)(=O)C